5-((4,6-difluoro-5-(4'-(1-(2,2,2-trifluoroethyl)-1H-1,2,4-triazol-3-yl)-[1,1'-biphenyl]-4-yl)-1H-benzo[d]imidazol-2-yl)oxy)-2-methylbenzoic acid FC1=C(C(=CC=2NC(=NC21)OC=2C=CC(=C(C(=O)O)C2)C)F)C2=CC=C(C=C2)C2=CC=C(C=C2)C2=NN(C=N2)CC(F)(F)F